P(=O)(OCC)(OC(F)(F)F)F ethyl (trifluoromethyl) fluorophosphate